N-(6-bromobiphenyl-3-yl)-N-{4-(naphthalen-1-yl)phenyl}amine BrC1=CC=C(C=C1C1=CC=CC=C1)NC1=CC=C(C=C1)C1=CC=CC2=CC=CC=C12